Ethyl (2R)-2-([5-(3,5-dimethoxyphenyl)-1-[(2-ethoxyphenyl)methyl]-1H-pyrazol-3-yl]methoxy)-2-methylbutanoate COC=1C=C(C=C(C1)OC)C1=CC(=NN1CC1=C(C=CC=C1)OCC)CO[C@@](C(=O)OCC)(CC)C